N1N=C(C=C1)C1CCCC(CCCCCC1)=O pyrazolylcycloundecan-5-one